5-amino-3-benzylquinazolin-4(3H)-one NC1=C2C(N(C=NC2=CC=C1)CC1=CC=CC=C1)=O